(3S,4R)-3-fluoro-1-(4-((5-isopropyl-8-(methylsulfonyl)-2,7-naphthyridin-3-yl)amino)pyrimidine-2-yl)-3-methylpiperidin-4-ol F[C@]1(CN(CC[C@H]1O)C1=NC=CC(=N1)NC=1N=CC2=C(N=CC(=C2C1)C(C)C)S(=O)(=O)C)C